ClC1=C(C(=CC=C1)Cl)C=1C=C2C(=NN(C2=CC1)C(C1=CC=CC=C1)(C1=CC=CC=C1)C1=CC=CC=C1)NC(CCNC(OC(C)(C)C)=O)=O tert-Butyl (3-{[5-(2,6-dichlorophenyl)-1-trityl-1H-indazol-3-yl]amino}-3-oxopropyl)carbamate